2-(3-methyl-2-oxo-3,8-diazaspiro[4.5]Decan-8-yl)pyrimidine CN1C(CC2(C1)CCN(CC2)C2=NC=CC=N2)=O